FC(OC1=CC=C(C=C1)C=1C(C(=C2N(C=CC(=N2)NCC(F)(F)F)C1)C1=CC=C(C=C1)OC(F)F)=O)F 7,9-bis[4-(difluoromethoxy)phenyl]-2-[(2,2,2-trifluoroethyl)amino]-8H-pyrido[1,2-a]pyrimidin-8-one